C(CCCCCCC)=NO 1-octanone oxime